3-(5-(((1R,2R)-2-(3-(2-methoxypyrimidin-5-yl)azetidin-1-yl)cyclohexyl)oxy)-1-oxoisoindolin-2-yl)piperidine-2,6-dione COC1=NC=C(C=N1)C1CN(C1)[C@H]1[C@@H](CCCC1)OC=1C=C2CN(C(C2=CC1)=O)C1C(NC(CC1)=O)=O